benzyl 2-chloro-3-formylcyclopent-2-ene-1-carboxylate ClC=1C(CCC1C=O)C(=O)OCC1=CC=CC=C1